(2'R,4'R)-1-(4-chlorophenyl)-3-methyl-2'-phenyl-1'-tosyl-4'-vinyl-1',4'-dihydro-2'H-spiro[pyrazole-4,3'-quinoline]-5(1H)-one ClC1=CC=C(C=C1)N1N=C(C2([C@H](N(C3=CC=CC=C3[C@H]2C=C)S(=O)(=O)C2=CC=C(C)C=C2)C2=CC=CC=C2)C1=O)C